Trans-N-[4-[5-[2-(ethylsulfamoyl)-4-(1H-imidazol-2-ylcarbamoyl)phenyl]thiazol-2-yl]cyclohexyl]carbamic acid isopropyl ester C(C)(C)OC(N[C@@H]1CC[C@H](CC1)C=1SC(=CN1)C1=C(C=C(C=C1)C(NC=1NC=CN1)=O)S(NCC)(=O)=O)=O